Cycloheptazol N1=CC=C2C1=CC=CC=C2